1-((5-fluoro-2-(2-methoxy-7-methylquinoxalin-5-yl)benzo[d]thiazol-6-yl)oxy)-3-isobutoxypropan-2-yl (2-methylpyrimidin-5-yl)carbamate CC1=NC=C(C=N1)NC(OC(COC1=CC2=C(N=C(S2)C2=C3N=CC(=NC3=CC(=C2)C)OC)C=C1F)COCC(C)C)=O